C(C)NC1=C2C(=NC(=C1)NC1=C(C=C(C=C1)CN1CCOCC1)OC)NC=C2C(F)(F)F (4-((4-(ethylamino)-3-(trifluoromethyl)-1H-pyrrolo[2,3-b]pyridin-6-yl)amino)-3-methoxyphenyl)(morpholino)methan